tert-butyl (N-((8-cyano-6,12-dioxo-6,12-dihydroindolo[2,1-b]quinazolin-2-yl)methyl)sulfamoyl)carbamate C(#N)C=1C=C2C(C3=NC4=CC=C(C=C4C(N3C2=CC1)=O)CNS(=O)(=O)NC(OC(C)(C)C)=O)=O